C1(CCC1)N cyclobutanamine